S(N)(=O)(=O)NC(CC)=O N-sulfamoyl-propionamide